(2S)-2-(1-chlorocyclopropyl)-4-[(1S)-2,2-dichloropropyl]-1-(1H-1,2,4-triazol-1-yl)butan-2-ol tert-butyl-((1S,2S,3R)-3-((5-bromo-2-nitrophenyl)amino)-2-hydroxycyclohexyl)carbamate C(C)(C)(C)N(C(=O)O[C@](CN1N=CN=C1)(CCCC(C)(Cl)Cl)C1(CC1)Cl)[C@@H]1[C@H]([C@@H](CCC1)NC1=C(C=CC(=C1)Br)[N+](=O)[O-])O